COC(CNCC1=CC=C(C=C1)OC)OC 2,2-Dimethoxy-N-(4-methoxybenzyl)ethane-1-amine